N,N-dimethyl-4-(1-(methylamino)ethyl)isoquinolin-1-amine CN(C1=NC=C(C2=CC=CC=C12)C(C)NC)C